2-methyl-4'-(methylthio)-2-morpholinyl-benzoin CC1(C(C=CC=C1)C(=O)C(O)C1=CC=C(C=C1)SC)N1CCOCC1